5-{[(2-methylphenyl)methyl]sulfonylamino}-1,3-thiazole-4-carboxylic acid CC1=C(C=CC=C1)CS(=O)(=O)NC1=C(N=CS1)C(=O)O